2-bromo-7-methyl-2,3-dihydro-1H-inden-1-one BrC1C(C2=C(C=CC=C2C1)C)=O